NC1=NC(=C(C=C1C=1C=C2C(=CNC(C2=CC1F)=O)F)Br)F 6-(2-amino-5-bromo-6-fluoropyridin-3-yl)-4,7-difluoroisoquinolin-1(2H)-one